(1S,2R)-7-chloro-2-hydroxy-1,2,3,4-tetrahydronaphthalen-1-yl carbamate C(N)(O[C@@H]1[C@@H](CCC2=CC=C(C=C12)Cl)O)=O